Methyl 2-(2-((tert-butoxycarbonyl)(4-methoxybenzyl)amino)thiazol-4-yl)acetate C(C)(C)(C)OC(=O)N(C=1SC=C(N1)CC(=O)OC)CC1=CC=C(C=C1)OC